5-(1-ethylpiperidin-4-yl)-2-(4-isopropyl-5-(8-methoxyimidazo[1,2-a]pyridin-6-yl)-1H-pyrazol-3-yl)thiazole C(C)N1CCC(CC1)C1=CN=C(S1)C1=NNC(=C1C(C)C)C=1C=C(C=2N(C1)C=CN2)OC